FC1(CN(C[C@@H]1OC1=CC2=C(C=N1)C=NN2CC(F)(F)F)C2=CC(=NC=N2)C=2C(NC(NC2)=O)=O)F (S)-6-(3,3-difluoro-4-((1-(2,2,2-trifluoroethyl)-1H-pyrazolo[4,3-c]pyridin-6-yl)oxy)pyrrolidin-1-yl)-[4,5'-bipyrimidine]-2',4'(1'H,3'H)-dione